FC(C(=O)O)(F)F.CC1(CCC=2C(=NNC2C1)C=1NC2=CC(=CC=C2C1)C(=O)N1CCNCC1)C 6,6-dimethyl-3-[6-(piperazine-1-carbonyl)-1H-indol-2-yl]-1,4,5,7-tetrahydroindazole trifluoroacetic acid salt